NC1=CC=C(C=C1)N1CCN(CC1)C1=CC=C(C=C1)N bis(4-aminophenyl)-piperazine